O=C1NC(CCC1N1C(N(C2=C1C=CC(=C2)CCCC=O)C)=O)=O 4-[1-(2,6-dioxopiperidin-3-yl)-3-methyl-2-oxo-1,3-benzodiazol-5-yl]butanal